7-methoxyfluorene-2-carboxaldehyde COC1=CC=C2C=3C=CC(=CC3CC2=C1)C=O